1-(3-(henicos-10-en-20-ynamido)propyl)-1,4-diazabicyclo[2.2.2]octan-1-ium C(CCCCCCCCC=CCCCCCCCCC#C)(=O)NCCC[N+]12CCN(CC1)CC2